3-(2-((4-(1-isopropyl-6-((2-(4-methoxypiperidin-1-yl)pyrimidin-4-yl)amino)-1H-pyrazolo[4,3-c]pyridin-3-yl)piperazin-1-yl)methyl)phenyl)piperidine-2,6-dione C(C)(C)N1N=C(C=2C=NC(=CC21)NC2=NC(=NC=C2)N2CCC(CC2)OC)N2CCN(CC2)CC2=C(C=CC=C2)C2C(NC(CC2)=O)=O